[N+](=O)(OCCOCC)[O-] 2-ethoxyethyl nitrate